C(#C)C=1SC=C(N1)C1=C(C(/C(/C1)=N/O)O)C (E)-4-(2-ethynylthiazol-4-yl)-2-hydroxy-3-methylcyclopent-3-en-1-one oxime